C1(CC1)CNCC1=NN=C(O1)C=1N(C=2C=CC=C(C2C1)N[C@@H]1[C@@H](CN(CC1)C)F)CC(F)(F)F |r| (+/-)-(+/-)-2-(5-{[(cyclopropylmethyl)amino]methyl}-1,3,4-oxadiazol-2-yl)-N-[(3R,4S)-3-fluoro-1-methylpiperidin-4-yl]-1-(2,2,2-trifluoroethyl)-1H-indol-4-amine